8-[2-methoxy-4-(trifluoromethyl)phenyl]-N-[(3R)-1-methylpiperidin-3-yl]imidazo[1,2-d][1,2,4]triazin-5-amine formate C(=O)O.COC1=C(C=CC(=C1)C(F)(F)F)C=1C=2N(C(=NN1)N[C@H]1CN(CCC1)C)C=CN2